(R,E)-2-methyl-N-(4,4,4-trifluorobutylidene)propane-2-sulfinamide CC(C)(C)[S@@](=O)/N=C/CCC(F)(F)F